BrC1=C(C=NC2=C(C(=CC=C12)F)Br)C(=O)OCC ethyl 4,8-dibromo-7-fluoroquinoline-3-carboxylate